O=C(C=CC#N)C oxopent-2-enenitrile